3-((1-(2,5-dimethylpyridin-3-yl)-5-methyl-4-nitro-1H-pyrazol-3-yl)oxy)propan-1-ol CC1=NC=C(C=C1N1N=C(C(=C1C)[N+](=O)[O-])OCCCO)C